ethyl-5,8-difluoro-3-((5-(trifluoromethoxy)pyridin-2-yl)methyl)naphthalene-1,4-dione C(C)C=1C(C2=C(C=CC(=C2C(C1CC1=NC=C(C=C1)OC(F)(F)F)=O)F)F)=O